azacyclotetradecene-8-amine N1=CCCCCCC(CCCCCC1)N